C(C)OC(C(F)(F)F)O 1-ethoxy-2,2,2-trifluoroethane-1-ol